C(C1=CC=CC=C1)N(C(=O)C1(CCCC1)C(F)(F)F)O N-benzyl-N-hydroxy-1-(trifluoromethyl)cyclopentane-1-carboxamide